2-formyl-furan-4-boronic acid pinacol ester C(=O)C=1OC=C(C1)B1OC(C)(C)C(C)(C)O1